P(O)(=O)(OP(=O)(O)O)OC/C=C(/CCC=C(CC\C=C(/C)\CCC=C(C)C)C)\C (2E,6E,10E)-geranylgeraniol diphosphate